CC1=C(C=C(C(=C1)[N+](=O)[O-])C)N=S(=O)(C1=CC(=CC=C1)OC)CCC(C)C ((2,5-Dimethyl-4-nitrophenyl)imino)(isopentyl)(3-methoxyphenyl)-λ6-sulfanone